C(CCCCC(=O)N)(=O)N hexandiamid